Neopentyl glycol diacetate C(C)(=O)OCC(C)(COC(C)=O)C